(2s,5r)-6-allyloxy-3-methyl-7-oxo-N-(2-sulfamoylethyl)-1,6-diazabicyclo[3.2.1]oct-3-ene-2-carboxamide C(C=C)ON1[C@@H]2C=C([C@H](N(C1=O)C2)C(=O)NCCS(N)(=O)=O)C